((1R,3S)-3-((4-iodo-5-methylpyridin-2-yl)carbamoyl)cyclohexyl)carbamic acid tert-butylButyl ester C(C)(C)(C)C(CCC)OC(N[C@H]1C[C@H](CCC1)C(NC1=NC=C(C(=C1)I)C)=O)=O